2-(2-(3-methoxyphenyl)-2-oxoethyl)benzo[d][1,3]dioxole-5-carbonitrile COC=1C=C(C=CC1)C(CC1OC2=C(O1)C=CC(=C2)C#N)=O